3-(5-Chloro-4-((2-(3,3-dimethylbutyl)-2,8-diazaspiro[4.5]decan-8-yl)methyl)-1-methyl-1H-pyrazol-3-yl)-5-methylisoxazole ClC1=C(C(=NN1C)C1=NOC(=C1)C)CN1CCC2(CCN(C2)CCC(C)(C)C)CC1